(1R,2S,5S)-N-(2-amino-2-oxo-1-phthalazin-1-yl-ethyl)-3-[(2S)-2-[(3,3-difluorocyclobutanecarbonyl)amino]-3,3-dimethyl-butanoyl]-6,6-dimethyl-3-azabicyclo[3.1.0]hexane-2-carboxamide NC(C(C1=NN=CC2=CC=CC=C12)NC(=O)[C@@H]1[C@H]2C([C@H]2CN1C([C@H](C(C)(C)C)NC(=O)C1CC(C1)(F)F)=O)(C)C)=O